1,4-di-S-benzyl-D,L-dithiothreitol C(C1=CC=CC=C1)SC[C@@H](O)[C@H](O)CSCC1=CC=CC=C1 |r|